dimethyl-hexacosanyl bromide CC(CCCCCCCCCCCCCCCCCCCCCCCCC)(C)Br